C(C)(C)(C)OC(=O)C1CC(CC1)OC(=O)C1C2C3C4C=CC(C3C(C1)C2)C4 8-(3-tert-butoxycarbonyl-1-cyclopentyloxycarbonyl)-tetracyclo[4.4.0.12,5.17,10]-3-dodecene